cyclohexanedimethanol phthalate C(C=1C(C(=O)O)=CC=CC1)(=O)O.C1(CCCCC1)(CO)CO